ClC1=CC(=C(C=C1)C1(OC2=C(O1)C=CC=C2N2[C@@H]1CC[C@@H]1NCC2)C)F |r| rac-(1R,6S)-2-(2-(4-Chloro-2-fluorophenyl)-2-methylbenzo[d][1,3]dioxol-4-yl)-2,5-diazabicyclo[4.2.0]octane